(S)-(4-(3-amino-2-((tert-butoxycarbonyl)amino)-3-oxopropyl)phenyl)boronic acid NC([C@H](CC1=CC=C(C=C1)B(O)O)NC(=O)OC(C)(C)C)=O